1-chloro-3-(thiophene-3-yl)pyrrolo[1,2-a]quinoxaline ClC1=CC(=C2N1C1=CC=CC=C1N=C2)C2=CSC=C2